O[C@H]1[C@@H](O)[C@H](O)[C@H](O)[C@@H](O1)CO α-L-galactose